2-(4-(2-(4-(1-hydroxyethyl)phenyl)furo[3,2-b]pyridin-7-yl)pyridin-2-yl)propan-2-ol OC(C)C1=CC=C(C=C1)C1=CC2=NC=CC(=C2O1)C1=CC(=NC=C1)C(C)(C)O